(1'R,2'R)-5'-methyl-4-(4-methylpentyl)-2'-(prop-1-en-2-yl)-1',2',3',4'-tetrahydro-[1,1'-biphenyl]-2,6-diol CC=1CC[C@H]([C@@H](C1)C=1C(=CC(=CC1O)CCCC(C)C)O)C(=C)C